NCC12C3(CCC(C2CCC1)C3)CN bis-(aminomethyl)tricyclo[5.2.1.02,6]Decane